COC1=CC=C2N=CC=C(C[C@H]3C[C@H]4[C@H](CN3CC4)C=C)C2=C1 6'-METHOXYCINCHONAN